N-(diphenylmethylene)-5-methyl-6-(4-(methylthio)benzyl)-[1,2,4]triazolo[1,5-a]pyridin-7-amine C1(=CC=CC=C1)C(=NC1=CC=2N(C(=C1CC1=CC=C(C=C1)SC)C)N=CN2)C2=CC=CC=C2